O=C1NC(CCC1N1CC2=CC=C(C=C2C1=O)CNC(OCC(C)C1CCC1)=O)=O 2-cyclobutylpropyl N-{[2-(2,6-dioxopiperidin-3-yl)-3-oxo-2,3-dihydro-1H-isoindol-5-yl]methyl}carbamate